(Z)-6-((2,6-dibromobenzyl)sulfonyl)-2-(4-fluorobenzylidene)-2H-benzo[b][1,4]thiazin-3(4H)-one BrC1=C(CS(=O)(=O)C2=CC3=C(S\C(\C(N3)=O)=C/C3=CC=C(C=C3)F)C=C2)C(=CC=C1)Br